3',5'-O-(1,1,3,3-tetraisopropyl-1,3-disiloxanediyl)uridine CC(C)[Si]1(OC[C@@H]2[C@H]([C@H]([C@@H](O2)N3C=CC(=O)NC3=O)O)O[Si](O1)(C(C)C)C(C)C)C(C)C